C1(N(CC(C2=CC=CC=C12)([2H])[2H])C(=O)C1=CC=CC=C1)([2H])[2H] (3,4-dihydroisoquinolin-2(1H)-yl-1,1,4,4-d4)(phenyl)methanone